FC=1C=2N(C=C(C1)NC(=O)C1=NC=C(N=C1)N1CC(C1)CN1CCOCC1)C=C(N2)C N-(8-fluoro-2-methylimidazo[1,2-a]pyridin-6-yl)-5-(3-(morpholinomethyl)azetidin-1-yl)pyrazine-2-carboxamide